4-(Piperazin-1-yl)cyclohexan-1-one N1(CCNCC1)C1CCC(CC1)=O